N1=CN=C2N=C(NC2=C1)N Purine-8-amine